C(C1=CC=CC=C1)N1N=CC(=C1)C=1C=C(C=CC1)S(=O)(=O)N1CCC2(CC(CO2)NC[C@@H](COC=2C=C(C=CC2)S(=O)(=O)NC)O)CC1 3-((2S)-3-(8-(3-(1-benzyl-1H-pyrazol-4-yl)phenylsulfonyl)-1-oxa-8-azaspiro[4.5]decan-3-ylamino)-2-hydroxypropoxy)-N-methylbenzenesulfonamide